(2R,3R,4R,5R)-5-(6-benzamido-9H-purin-9-yl)-4-((tert-butyldimethylsilyl)oxy)-2-(((tert-butyldimethyl silyl)oxy)methyl)tetrahydrofuran-3-yl methanesulfinate CS(=O)O[C@@H]1[C@H](O[C@H]([C@@H]1O[Si](C)(C)C(C)(C)C)N1C2=NC=NC(=C2N=C1)NC(C1=CC=CC=C1)=O)CO[Si](C)(C)C(C)(C)C